1-[3-(4-Bromo-2-methyl-2H-pyrazol-3-yl)-4-isopropoxy-phenyl]-3-(4-chloro-phenyl)-urea BrC1=C(N(N=C1)C)C=1C=C(C=CC1OC(C)C)NC(=O)NC1=CC=C(C=C1)Cl